tert-butyl (R)-2-(4-(4-(3-amino-3-methylbut-1-yn-1-yl)phenyl)-2,3,9-trimethyl-6H-thieno[3,2-f][1,2,4]triazolo[4,3-a][1,4]diazepin-6-yl)acetate NC(C#CC1=CC=C(C=C1)C1=N[C@@H](C=2N(C3=C1C(=C(S3)C)C)C(=NN2)C)CC(=O)OC(C)(C)C)(C)C